ClC1=C(C=CC=C1C1=C(C(=NC=C1)C1=CC(=C(C=C1)CNCCCF)OC)Cl)C1=CC=C(C(=N1)OC)CNCCCF N-((6-(2-chloro-3-(3-chloro-2-(4-(((3-fluoropropyl)amino)methyl)-3-methoxyphenyl)pyridin-4-yl)phenyl)-2-methoxypyridin-3-yl)methyl)-3-fluoropropan-1-amine